(R,Z)-6-((amino(methylamino)methylene)amino)-N-(1-(2-fluorophenyl)ethyl)-N-((2-methyl-2H-indazol-5-yl)methyl)nicotinamide N/C(/NC)=N/C1=NC=C(C(=O)N(CC2=CC3=CN(N=C3C=C2)C)[C@H](C)C2=C(C=CC=C2)F)C=C1